FC1=CC=C(OC[C@@H]2N(C3CC(C2)C3)C(=O)C3=NC(=CC=C3C=3SC=CN3)C)C=C1 (3R)-3-(4-Fluorophenoxymethyl)-2-{[6-methyl-3-(1,3-thiazol-2-yl)pyridin-2-yl]carbonyl}-2-azabicyclo[3.1.1]heptan